FC(C(F)(F)OC(CF)(F)F)(F)F 1,1,2-trifluoroethyl 1,1,1,2,2-pentafluoroethyl ether